CC1CN=C(CC1)C1=CC=2NN=CC2S1 5-(3-methyl-2,3,4,5-tetrahydropyridin-6-yl)-1H-thieno[3,2-c]pyrazole